1-(4-fluorobenzyl)-1,3-dihydro-2H-benzo[d]imidazol-2-one FC1=CC=C(CN2C(NC3=C2C=CC=C3)=O)C=C1